NN1C(=C(C(=C1)C1=NN(C=C1)CC)C)C(=O)OC methyl 1-amino-4-(1-ethyl-1H-pyrazol-3-yl)-3-methyl-1H-pyrrole-2-carboxylate